O1C(=CC=C1)CN(CCCN)CC1OCCC1 N1-(furan-2-ylmethyl)-N1-((tetrahydrofuran-2-yl)methyl)propane-1,3-diamine